ureylene-bis(p-phenylenemethylene-p-phenylene)diisocyanate N(C(=O)NC1=CC=C(C=C1)CC1=CC=C(C=C1)N=C=O)C1=CC=C(C=C1)CC1=CC=C(C=C1)N=C=O